N-ethyl-hexylenediamine C(C)NCCCCCCN